1-bromo-4-methyl-benzene BrC1=CC=C(C=C1)C